CC(C(=O)O)(COC1=NC=CC=C1C(F)(F)F)C 2,2-dimethyl-3-((3-(trifluoromethyl)pyridin-2-yl)oxy)propanoic acid